C(C)(C)(C)OC(=O)NC1CCC(CC1)N(C(OCCCC)=O)CC(C1=CC=CC=C1)C=1C=C(C(=CC1)Cl)C1=C(C(=CC=C1C#N)OC)F butyl ((1r,4r)-4-((tert-butoxycarbonyl)amino)cyclohexyl)(2-(6-chloro-6'-cyano-2'-fluoro-3'-methoxy-[1,1'-biphenyl]-3-yl)-2-phenylethyl)carbamate